COCCOCCOCCOCCOCCOCCOCCOCCOCCOCCOCCOCCC(=O)OC1=C(C(=CC(=C1F)F)F)F 2,3,5,6-tetrafluorophenyl 2,5,8,11,14,17,20,23,26,29,32,35-dodecaoxaoctatriacontan-38-oate